C(C)(C)(C)OC(=O)NC(C(=O)O)C1=C(C=C(C=C1)F)F 2-((tert-butoxycarbonyl)amino)-2-(2,4-difluorophenyl)acetic acid